C(C=CCCCCCCCCCCCCCC)(=O)O heptadecaneenoic acid